N4-cyclohexyl-N2-(2,2-difluoro-2-(4-methoxyphenyl)ethyl)-5-(1-methyl-1H-pyrazol-4-yl)pyrimidine-2,4-diamine C1(CCCCC1)NC1=NC(=NC=C1C=1C=NN(C1)C)NCC(C1=CC=C(C=C1)OC)(F)F